2-((3-(2-(diisopropylamino)ethyl)-1H-indol-6-yl)oxy)-6-(hydroxymethyl)tetrahydro-2H-pyran-3,4,5-triol C(C)(C)N(CCC1=CNC2=CC(=CC=C12)OC1OC(C(C(C1O)O)O)CO)C(C)C